3-fluoronaphthalene-1-ol FC=1C=C(C2=CC=CC=C2C1)O